benzotriazole, phosphonium salt [PH4+].N1N=NC2=C1C=CC=C2